N1[C@H](CCC1)C(=O)N1CCN(CC1)C1=NC=C(C(=N1)N[C@H](C)C1=C(C=C(C=C1)Cl)Cl)Cl 2-(4-(D-prolyl)piperazin-1-yl)-5-chloro-4-(((R)-1-(2,4-dichlorophenyl)ethyl)amino)pyrimidine